3-Aminomethyl-3,5,5-trimethyl-cyclohexylamine NCC1(CC(CC(C1)(C)C)N)C